C(C1=CC=CC=C1)OCC1=NN(C(N1CC)=O)C1=CC(=NC=C1F)Cl 3-((benzyloxy)methyl)-1-(2-chloro-5-fluoropyridin-4-yl)-4-ethyl-1H-1,2,4-triazol-5(4H)-one